(4-chlorophthalazin-1-yl)(2-methylpyridin-4-yl)methanone ClC1=NN=C(C2=CC=CC=C12)C(=O)C1=CC(=NC=C1)C